FC1=C(OC2=C(C=C(C=C2)S(=O)(=O)N2CCOCC2)C=2C3=C(C(N(C2)C)=O)NC=C3)C=CC(=C1)F 4-[2-(2,4-difluorophenoxy)-5-(morpholin-4-ylsulfonyl)phenyl]-6-methyl-1,6-dihydro-7H-pyrrolo[2,3-c]pyridin-7-one